FC=1C(=CC(=C(C1)C1(CCC1)N)OCOC)OCOC 1-(5-fluoro-2,4-bis(methoxymethoxy)phenyl)cyclobutan-1-amine